(S)-4-(2-(3-fluoropyrrolidin-1-yl)thiazol-5-yl)-N-(3-methoxy-4-(4-methylpiperazin-1-yl)phenyl)-5-(thiazol-5-yl)pyrimidin-2-amine F[C@@H]1CN(CC1)C=1SC(=CN1)C1=NC(=NC=C1C1=CN=CS1)NC1=CC(=C(C=C1)N1CCN(CC1)C)OC